2-(2,4-dichlorophenyl)-1-methyl-5-(1H-pyrrolo[2,3-b]pyridin-4-yl)-1H-pyrrole-3-carbonitrile ClC1=C(C=CC(=C1)Cl)C=1N(C(=CC1C#N)C1=C2C(=NC=C1)NC=C2)C